(S)-3-(3'-chlorobiphenyl-3-yl)-3-(3-(4-hydroxy-1,5-dimethyl-2-oxo-1,2-dihydropyridin-3-yl)ureido)propanoic acid ethyl ester C(C)OC(C[C@H](NC(=O)NC=1C(N(C=C(C1O)C)C)=O)C=1C=C(C=CC1)C1=CC(=CC=C1)Cl)=O